COC1N(CCC2=CC=C(C(=C12)C1=C(C=CC=C1)OC)O)CCCC1=CC=NC=C1 methoxy-8-(2-methoxyphenyl)-2-(3-(pyridin-4-yl)propyl)-1,2,3,4-tetrahydroisoquinolin-7-ol